C1(CC1)C(=O)NC1=CC(=C(C(=O)O)C=C1)N1CC(CC(C1)C)C 4-(cyclopropanecarbonylamino)-2-(3,5-dimethylpiperidin-1-yl)benzoic acid